ethyl 7,9,9-trimethyl-1,4,8-trioxaspiro[4.5]decane-7-carboxylate CC1(CC2(OCCO2)CC(O1)(C)C)C(=O)OCC